tert-butyl 4-[2-[2-fluoro-4-[2-(2-methyl-1-oxo-4-isoquinolyl)-4-nitro-phenoxy]phenyl]ethyl]piperidine-1-carboxylate FC1=C(C=CC(=C1)OC1=C(C=C(C=C1)[N+](=O)[O-])C1=CN(C(C2=CC=CC=C12)=O)C)CCC1CCN(CC1)C(=O)OC(C)(C)C